BrC=1C=C(C(=C(C(=O)O)C1)NC1CN(CCC1)CC1=CN=CC(=C1)NC)[N+](=O)[O-] 5-bromo-2-((1-(5-(methylamino)nicotinyl)piperidin-3-yl)amino)-3-nitrobenzoic acid